6,7-dimethoxy-4-(1-(aminosulfonyl)-[3,4'-bipiperidin]-1'-yl)quinoline COC=1C=C2C(=CC=NC2=CC1OC)N1CCC(CC1)C1CN(CCC1)S(=O)(=O)N